2-N-butyryl-1,3-di-O-benzyl-4,6-di-O-(4-hydroxy-4-oxo-butyryl)-D-glucosamine C(CCC)(=O)N[C@H]1C(OCC2=CC=CC=C2)O[C@@H]([C@H]([C@@H]1OCC1=CC=CC=C1)OC(CCC(=O)O)=O)COC(CCC(O)=O)=O